NC1=NC(=CC(=N1)C=1N=NN(C1)CC1=CC=CC(=N1)N1CC(C1)C(=O)O)C1=CC(=CC=C1)C#N 1-[6-({4-[2-amino-6-(m-cyanophenyl)-4-pyrimidinyl]-1H-1,2,3-triazol-1-yl}methyl)-2-pyridinyl]-3-azetidinecarboxylic acid